((3-formyl-1,7-naphthyridin-8-yl)amino)-2,2'-dimethyl-[1,1'-biphenyl] C(=O)C=1C=NC2=C(N=CC=C2C1)NC=1C(=C(C=CC1)C1=C(C=CC=C1)C)C